3-((6-amino-5-(trifluoromethoxy)pyridin-3-yl)ethynyl)-N-(3,3-difluoro-1-(4-methylpiperazin-1-yl)-2,3-dihydro-1H-inden-5-yl)-4-methylbenzamide NC1=C(C=C(C=N1)C#CC=1C=C(C(=O)NC=2C=C3C(CC(C3=CC2)N2CCN(CC2)C)(F)F)C=CC1C)OC(F)(F)F